C1(CCCCC1)OC(=O)N1CC2=CC(=CC=C2C(C1)(C)C)N1CCN(CC1)C1CCCC1 7-(4-cyclopentylpiperazin-1-yl)-4,4-dimethyl-3,4-dihydroisoquinoline-2(1H)-carboxylic acid cyclohexyl ester